rac-5-(aminomethyl)-5-(1,3-dimethyl-1H-pyrazol-4-yl)imidazolidine-2,4-dione hydrochloride rac-tert-butyl-{[4-(1,3-dimethyl-1H-pyrazol-4-yl)-2,5-dioxoimidazolidin-4-yl]methyl}carbamate C(C)(C)(C)N(C(O)=O)C[C@]1(NC(NC1=O)=O)C=1C(=NN(C1)C)C.Cl.NC[C@@]1(C(NC(N1)=O)=O)C=1C(=NN(C1)C)C |r|